3-[3-Methyl-2-oxo-5-[3-[3-oxo-3-[4-[4-[(5-tetrahydropyran-4-ylpyrrolo[2,1-f][1,2,4]triazin-4-yl)amino]cyclohexyl]piperazin-1-yl]propoxy]propyl]benzimidazol-1-yl]piperidine-2,6-dione CN1C(N(C2=C1C=C(C=C2)CCCOCCC(N2CCN(CC2)C2CCC(CC2)NC2=NC=NN1C2=C(C=C1)C1CCOCC1)=O)C1C(NC(CC1)=O)=O)=O